2-amino-N-((3R,6S)-6-(hydroxymethyl)tetrahydro-2H-pyran-3-yl)-5-(4-(morpholinomethyl)phenyl)Nicotinamide NC1=C(C(=O)N[C@H]2CO[C@@H](CC2)CO)C=C(C=N1)C1=CC=C(C=C1)CN1CCOCC1